CC1(OCC(O1)C)C(F)(F)F 2-methyl-2-trifluoromethyl-4-methyl-1,3-dioxolane